FC=1C=C(C=C(C1F)OC)N1CCC=2C=C(N=CC2C1)C(=O)N 7-(3,4-difluoro-5-methoxyphenyl)-5,6,7,8-tetrahydro-2,7-naphthyridine-3-carboxamide